C(C=C)(=O)O.C(C=C)(=O)O.C(N)(O)=O carbamic acid diacrylate